BrC1=C(C=C2C(=NC(=NC2=C1F)OC[C@H]1N(CCC1)C)N1CCC2(CN(C2)C(=O)OC(C)(C)C)CC1)I tert-butyl 7-(7-bromo-8-fluoro-6-iodo-2-{[(2S)-1-methylpyrrolidin-2-yl] methoxy} quinazolin-4-yl)-2,7-diazaspiro[3.5]nonane-2-carboxylate